FC1(CCC(CC1)N[C@@H]1[C@H](CCCC1)N(C=1C(=C2C(N(C(C2=CC1)=O)C1C(NC(CC1)=O)=O)=O)O)C)F 5-(((1S,2S)-2-((4,4-difluorocyclohexyl)amino)cyclohexyl)(methyl)amino)-2-(2,6-dioxopiperidin-3-yl)-4-hydroxyisoindoline-1,3-dione